C(=CC1=CC=CC=C1)OS(=O)(=O)C1=C(C(=CC=C1S(=O)(=O)OC=CC1=CC=CC=C1)O)C=1C(=CC=CC1)O.[Na].[Na] Disodium DistyrylbiphenolDisulfonate